BrC1=C2C=CN=NC2=CC(=C1)F 5-bromo-7-fluoro-cinnoline